ClC=1C(=C(C=CC1F)NC1=NC=NC2=CC(=CC(=C12)OC(C)(C)C1=NC=CC=N1)C1=NC=CC=N1)F N-(3-chloro-2,4-difluorophenyl)-7-(pyrimidin-2-yl)-5-((2-(pyrimidin-2-yl)propan-2-yl)oxy)quinazolin-4-amine